2-(3'-(3-(1-(4-(tert-butyl)benzyl)-4-ethyl-5-oxo-4,5-dihydro-1H-1,2,4-triazol-3-yl)propyl)-4-fluoro-[1,1'-biphenyl]-3-yl)acetic acid C(C)(C)(C)C1=CC=C(CN2N=C(N(C2=O)CC)CCCC=2C=C(C=CC2)C2=CC(=C(C=C2)F)CC(=O)O)C=C1